α-chloroacetamide ClCC(=O)N